[N+](=O)([O-])C(C(=O)O)C(=O)O nitromalonic acid